3-methoxy-1,2-cyclopentanedione COC1C(C(CC1)=O)=O